2-((1S,4R)-2-oxabicyclo[2.2.1]hept-4-yl)-N-(6-(difluoromethyl)pyridin-2-yl)-7-isopropoxyimidazo[1,2-a]pyridin-6-carboxamide [C@H]12OC[C@](CC1)(C2)C=2N=C1N(C=C(C(=C1)OC(C)C)C(=O)NC1=NC(=CC=C1)C(F)F)C2